CC=1N=C2N(C=C(C=C2C(F)(F)F)N2C=NC3=C(C2=O)SC(=N3)N3CCNCC3)C1 6-(2-methyl-8-(trifluoromethyl)imidazo[1,2-a]pyridin-6-yl)-2-(piperazin-1-yl)thiazolo[4,5-d]pyrimidin-7(6H)-one